F[C@H]1CN(CC[C@H]1NC1=NN2C(C(=N1)OC)=C(C=C2)C=2C=CC1=C(N(N=N1)[C@H](C(F)(F)F)C)C2)C2COC2 N-((3S,4R)-3-fluoro-1-(oxetan-3-yl)piperidin-4-yl)-4-methoxy-5-(1-((S)-1,1,1-trifluoropropan-2-yl)-1H-benzo[d][1,2,3]triazol-6-yl)pyrrolo[2,1-f][1,2,4]triazin-2-amine